2-[4-(3,4-Difluoro-2-methyl-phenoxy)-6-(trifluoromethyl)-3-pyridinyl]-6-methyl-1H-pyridin-4-one FC=1C(=C(OC2=C(C=NC(=C2)C(F)(F)F)C=2NC(=CC(C2)=O)C)C=CC1F)C